acrylic acid (hydroxy)phosphinate OP(O)=O.C(C=C)(=O)O